ClC1=CC=C(C=C1)C12CC3(CC(CC(C1)C3)C2)C(=O)NCCC=2C=CC(=C(C2)OC(C(C(C)C)N)=O)O 2-Amino-3-methyl-butyric acid 5-(2-{[3-(4-chlorophenyl) adamantane-1-carbonyl] amino} ethyl)-2-hydroxyphenyl ester